(R)-4-(3-pyridyl)-beta-homoalanine N1=CC(=CC=C1)C[C@@H](N)CC(=O)O